COC1=C(C=CC(=C1)OC)CNC1=NN=C(C2=CC(=CC=C12)C1=CC=C(C=C1)CC(=O)OCC)C ethyl 2-[4-(1-{[(2,4-dimethoxyphenyl)methyl]amino}-4-methylphthalazin-6-yl)phenyl]acetate